tert-butyl 4-cyano-4-((6-cyclopropylpyridin-3-yl)methyl)piperidine-1-carboxylate C(#N)C1(CCN(CC1)C(=O)OC(C)(C)C)CC=1C=NC(=CC1)C1CC1